(E)-3-(3,5-difluoro-4-((1R,3R)-2-((1-fluorocyclopropyl)methyl)-3-methyl-2,3,4,9-tetrahydro-1H-pyrido[3,4-b]indol-1-yl)phenyl)acrylic acid FC=1C=C(C=C(C1[C@H]1N([C@@H](CC2=C1NC1=CC=CC=C21)C)CC2(CC2)F)F)/C=C/C(=O)O